(4-hydroxyphenyl)sulfonium pyrenesulfonate C1(=CC=C2C=CC3=CC=CC4=CC=C1C2=C34)S(=O)(=O)[O-].OC3=CC=C(C=C3)[SH2+]